N-(6-Methoxypyridin-2-yl)-9-(methyl(7H-pyrrolo[2,3-d]pyrimidin-4-yl)amino)-3-azaspiro[5.5]undecan-3-carboxamid COC1=CC=CC(=N1)NC(=O)N1CCC2(CC1)CCC(CC2)N(C=2C1=C(N=CN2)NC=C1)C